Cl.CNC1=CC(=NC=N1)NC(=O)C1CC1 N-(6-(methylamino)pyrimidin-4-yl)cyclopropanecarboxamide hydrochloride